ALuminium oxid [O-2].[Al+3].[O-2].[O-2].[Al+3]